FC(C1=CC=C(CC2CN(C2)C(=O)OC(C)(C)C)C=C1)(F)F tert-butyl 3-(4-(trifluoromethyl)benzyl)azetidine-1-carboxylate